N-(6-(5-chloro-6-fluoro-7-(2-methyl-1H-pyrrol-1-yl)-1H-indazol-4-yl)imidazo[1,2-a]pyridin-2-yl)-2-fluorocyclopropane-1-carboxamide ClC=1C(=C2C=NNC2=C(C1F)N1C(=CC=C1)C)C=1C=CC=2N(C1)C=C(N2)NC(=O)C2C(C2)F